2-deuterio-5-[(2S,6R)-6-methyl-11-(4-piperidyl)-4,7,10-triazatricyclo[7.4.0.02,7]trideca-1(9),10,12-trien-4-yl]quinoline-8-carbonitrile [2H]C1=NC2=C(C=CC(=C2C=C1)N1C[C@@H]2C=3C=CC(=NC3CN2[C@@H](C1)C)C1CCNCC1)C#N